C(C)(C)(C)OC(=O)N1CCC(=C(C1=O)C(NC1=C(C(=CC=C1)F)CC(F)F)=S)O 5-{[2-(2,2-difluoroethyl)-3-fluorophenyl]thiocarbamoyl}-4-hydroxy-6-oxo-3,6-dihydropyridine-1(2H)-carboxylic acid tert-butyl ester